C(C1=CC=CC=C1)C=1C=2N(C=C(N1)C1=CC=CC=C1)C(=C(N2)CC=2SC(=CC2)CC)CC(=O)[O-] 8-Benzyl-2-((5-ethylthiophen-2-yl)methyl)-6-phenylimidazo[1,2-a]pyrazin-3-yl-acetat